O1C=CC2=C1C=CC(=C2)CC(CC)NC (benzofuran-5-yl)-N-methylbutan-2-amine